BrC=1C=C(C=CC1)CCCNC1=CC(=C(C=C1)C)C(F)(F)F 3-(3-bromophenyl)-N-(4-methyl-3-(trifluoromethyl)phenyl)propylamine